6,6'-(perfluoropropane-2,2-diyl)bis(3-phenyl-3,4-dihydro-2H-benzo[e][1,3]oxazine) FC(C(C(F)(F)F)(C=1C=CC2=C(CN(CO2)C2=CC=CC=C2)C1)C=1C=CC2=C(CN(CO2)C2=CC=CC=C2)C1)(F)F